[SH3+].CC1=CC=CC=C1 toluene sulfonium salt